Lithium nitrit N(=O)[O-].[Li+]